[C@H]12CN(C[C@H](CC1)N2)C2=CC(C=C1C(=CC(C(=C21)C#C)(F)F)F)(O)C2=CC=C1C=NC(=NC1=C2)OCC2(CN(CCC2OC)C)C 4-((1R,5S)-3,8-diazabicyclo[3.2.1]octan-3-yl)-6,8-difluoro-2-((4-methoxy-1,3-dimethylpiperidin-3-ylmethoxy)quinazolin-7-yl)-5-ethynyl-6-fluoronaphthalen-2-ol